C(CCC)C1=NC=2C(=C(N=NC2N)N(C)CC2=CC=C(C=C2)CN(C)CCOC)N1C 2-butyl-N7-(4-(((2-methoxyethyl)(methyl)amino)meth-yl)benzyl)-N7,1-dimethyl-1H-imidazo[4,5-d]pyridazine-4,7-diamine